C(C1=CC=CC=C1)N(C(O)=O)C1=C(C(=CC=C1)C#N)F.OC1=CC=C(C=C1)C(C(C1=CC=C(C=C1)O)C1=CC=C(C=C1)O)C1=CC=C(C=C1)O 1,1,2,2-tetrakis(4'-hydroxy-phenyl)ethane benzyl-(3-cyano-2-fluorophenyl)carbamate